tert-butyl (2-(hydrazinecarboxamido) ethyl)carbamate N(N)C(=O)NCCNC(OC(C)(C)C)=O